The molecule is a 6-O-(beta-D-xylopyranosyl)-beta-D-glucopyranoside in which the anomeric substituent is specified as 2-phenylethyl. It has a role as a Camellia sinensis metabolite. It derives from a 2-phenylethanol. C1[C@H]([C@@H]([C@H]([C@@H](O1)OC[C@@H]2[C@H]([C@@H]([C@H]([C@@H](O2)OCCC3=CC=CC=C3)O)O)O)O)O)O